C(CCCCCCCCCCC)(=O)OCC(=O)NCC1=CC(=C(C=C1)O)OC 2-((4-hydroxy-3-methoxy-benzyl)amino)-2-oxoethyl dodecanoate